C[C@H]1N([C@@H](CN(C1)C1=NC=C(N=C1)CC(F)(F)F)C)C(=O)OCCC1CCN(CC1)C([2H])([2H])C1=CC=CC=C1 2-(1-(phenyl methyl-d2)piperidin-4-yl)ethyl (2R,6R)-2,6-dimethyl-4-(5-(trifluoro ethyl)pyrazin-2-yl)piperazine-1-carboxylate